P(OCC1=CC=CC=C1)(OCC1=CC=CC=C1)OC1=CC(=C(C(=C1)F)CN1C(N([C@H](C2=CC=C(C=C12)C(NCC1=C(C=C(C=C1F)F)F)=O)C)C)=O)F (S)-Dibenzyl (4-((3,4-dimethyl-2-oxo-7-((2,4,6-trifluorobenzyl)carbamoyl)-3,4-dihydroquinazolin-1(2H)-yl)methyl)-3,5-difluorophenyl) phosphite